tributoxytitanium stearate C(CCCCCCCCCCCCCCCCC)(=O)[O-].C(CCC)O[Ti+](OCCCC)OCCCC